benzyl (2-oxo-4-vinylcyclopentyl)carbamate O=C1C(CC(C1)C=C)NC(OCC1=CC=CC=C1)=O